Methyl (3S)-3-[4-(4,4,5,5-tetramethyl-1,3,2-dioxaborolan-2-yl)phenyl]butanoate CC1(OB(OC1(C)C)C1=CC=C(C=C1)[C@H](CC(=O)OC)C)C